C/C/1=C\CCC(=C)[C@H]2CC([C@@H]2CC1)(C)C (E)-caryophyllene